1-[5-(furan-2-yl)-2-methyl-[1,2,4]triazolo[1,5-c]pyrimidin-7-yl]-3-propylurea O1C(=CC=C1)C1=NC(=CC=2N1N=C(N2)C)NC(=O)NCCC